CC1=CC=C(C=C1)S(=O)(=O)O.CC1=CC=C(C=C1)S(=O)(=O)O.N[C@H](C(=O)OC1CC2N(CCC3=CC(=C(C=C23)OC)OC)CC1CC(C)C)C(C)C 3-isobutyl-9,10-dimethoxy-2,3,4,6,7,11b-hexahydro-1H-pyrido[2,1-a]isoquinolin-2-yl (S)-2-amino-3-methylbutanoate di(4-methylbenzenesulfonate)